C1(CC1)CS(=O)(=O)NC=1C=CC=C2C(=CNC12)C1=NC(=NC=C1C(F)(F)F)N[C@@H]1CNCCC1 (S)-1-cyclopropyl-N-(3-(2-(piperidin-3-ylamino)-5-(trifluoromethyl)pyrimidin-4-yl)-1H-indole-7-yl)methanesulfonamide